C1C(=S)NC=N1 imidazolinethione